C(C1=CC=CC=C1)(=O)OCNC1=C2C(=NC=C1)SC=C2 ((thieno[2,3-b]pyridin-4-ylamino) methyl) benzoate